bis-(3-triethoxysilyl-propyl) disulfide C(C)O[Si](CCCSSCCC[Si](OCC)(OCC)OCC)(OCC)OCC